ClC1=CC=C(C=C1)C1=CC(=NC(=N1)C=1C=NC=CC1)N1CN(CCC1)C(C)=O 1-(3-(6-(4-chlorophenyl)-2-(pyridin-3-yl)pyrimidin-4-yl)tetrahydropyrimidin-1(2H)-yl)ethan-1-one